(S)-1-[2-(6-Bromobenzo[d]isoxazol-3-yl)phenyl]-2-(3-Fluoro-6-methylsulfonylpyridin-2-yl)ethan-1-amine hydrochloride Cl.BrC1=CC2=C(C(=NO2)C2=C(C=CC=C2)[C@H](CC2=NC(=CC=C2F)S(=O)(=O)C)N)C=C1